2-(Pyridin-3-yl)Pyrido[3,4-d]Pyrimidin-4(3H)-One Dihydrochloride Cl.Cl.N1=CC(=CC=C1)C=1NC(C2=C(N1)C=NC=C2)=O